BrC1=CC2=C(N=C(S2)CNC(=O)C2(CC3=CC=CC=C3C2)CC(=O)OC(C)(C)C)C=C1 tert-butyl 2-[2-[(6-bromo-1,3-benzothiazol-2-yl)methylcarbamoyl]indan-2-yl]acetate